COC1=CC=C(C=C1)[C@H](C)N(CC=C(C1=CC=CC=C1)C1=CC=CC=C1)CCN1CCN(CC1)C (S)-N-(1-(4-methoxyphenyl)ethyl)-N-(2-(4-methylpiperazin-1-yl)ethyl)-3,3-diphenylprop-2-en-1-amine